(S)-4-benzyl-3-(2-cyclopropyl-acetyl)oxazolidin-2-one C(C1=CC=CC=C1)[C@@H]1N(C(OC1)=O)C(CC1CC1)=O